N-(4,5-Dimethoxy-2-((4-(2-(((1-methyl-1H-indazol-5-yl)methyl)(pyridin-3-ylmethyl)amino)ethyl)phenyl)carbamoyl)phenyl)-6,8-dimethyl-4-oxo-4H-chromene-2-carboxamide COC1=CC(=C(C=C1OC)NC(=O)C=1OC2=C(C=C(C=C2C(C1)=O)C)C)C(NC1=CC=C(C=C1)CCN(CC=1C=NC=CC1)CC=1C=C2C=NN(C2=CC1)C)=O